neodymium iron boron silicon [Si].[B].[Fe].[Nd]